CC1C(CCC(C1)C)COC(CO)CO 2-(2,4-dimethylcyclohexylmethoxy)-1,3-propanediol